OCCC1[NH2+]CCNC1 2-(2-hydroxyethyl)piperazinium